FC1=C(OC2=CC3=C(N=C(N=C3)NC=3C=NN(C3)C)N(C2=O)C2CNCCC2)C=CC(=C1)F 6-(2,4-difluorophenoxy)-2-((1-methyl-1H-pyrazol-4-yl)amino)-8-(piperidin-3-yl)pyrido[2,3-d]pyrimidin-7(8H)-one